10-(4-Bromophenyl)-6-(2,6-dimethylphenyl)-2,2-dioxo-9-oxa-2λ6-thia-3,5,12,19-tetrazatricyclo[12.3.1.14,8]nonadeca-1(18),4(19),5,7,14,16-hexaen-13-one BrC1=CC=C(C=C1)C1OC2=CC(=NC(NS(C=3C=CC=C(C(NC1)=O)C3)(=O)=O)=N2)C2=C(C=CC=C2C)C